FC=1C=C(C=C(C1F)F)C=1N=NN(C1)[C@@H]1[C@H]([C@@H](SC=2N=NC(=C(C2)OC)C#N)O[C@@H]([C@@H]1O)CO)O 5-Methoxy-6-cyano-pyridazin-3-yl 3-deoxy-3-[4-(3,4,5-trifluorophenyl)-1H-1,2,3-triazol-1-yl]-1-thio-α-D-galactopyranoside